(3-{2-[(3,5-dimethylphenyl)amino]pyrimidin-4-yl}-1-methyl-1H-pyrazol-5-yl)[(2S)-2-(propan-2-yl)aziridin-1-yl]methanone CC=1C=C(C=C(C1)C)NC1=NC=CC(=N1)C1=NN(C(=C1)C(=O)N1[C@H](C1)C(C)C)C